CC1=C(C(=O)NC=2C=NC(=C(C2)C2=CC3=C(N=C(N=C3)NC)N=C2)C)C=CC=C1C(F)(F)F 2-methyl-N-(6-methyl-5-(2-(methylamino)pyrido[2,3-d]pyrimidin-6-yl)pyridin-3-yl)-3-(trifluoromethyl)benzamide